(E)-(4-(1-(3-(2-((5,6-difluoro-2,3-dihydro-1H-inden-2-yl) amino) pyrimidin-5-yl) acryloyl) azetidin-3-yl)-1H-1,2,3-triazol-1-yl) methylpentanoate CC(C(=O)ON1N=NC(=C1)C1CN(C1)C(\C=C\C=1C=NC(=NC1)NC1CC2=CC(=C(C=C2C1)F)F)=O)CCC